N1=C(C=CC=C1)S(=O)(=O)N pyridin-2-sulfonamide